FC1=C(CC2(CC(C2)F)C#N)C=CC(=C1)F 1-(2,4-difluorobenzyl)-3-fluorocyclobutane-1-carbonitrile